3,3-dimethyl-1-propene CC(C=C)C